CC1=C(C=CC=C1)C(C#CC1=CC=CC=C1)=O 1-(2-methylphenyl)-3-phenylprop-2-yn-1-one